COC1=C(N)C=C(C=C1)C(F)(F)F 2-methoxy-5-trifluoromethyl-aniline